O1C=CC2=C1C=CC(=C2)S(=O)(=O)N2CC1=C(C2)CN(C1)C(=O)C1=NC=C(N=C1)C 2-[5-(1-Benzofuran-5-sulfonyl)-1H,2H,3H,4H,5H,6H-pyrrolo[3,4-c]pyrrole-2-carbonyl]-5-methylpyrazine